2-(3-(2-((1,5-dimethyl-1H-pyrazol-3-yl)amino)-5-methylpyrimidin-4-yl)-1H-indol-7-yl)-4-(2-fluoropyridin-4-yl)-2,3-dihydro-1H-pyrrolo[3,4-c]pyridin-1-one CN1N=C(C=C1C)NC1=NC=C(C(=N1)C1=CNC2=C(C=CC=C12)N1CC=2C(=NC=CC2C1=O)C1=CC(=NC=C1)F)C